ClC1=NC=C(C(=N1)C=1N(C(=CN1)C1=CC=C(C=C1)OC(F)(F)F)C)SCC 2-chloro-5-(ethylthio)-4-(1-methyl-5-(4-(trifluoromethoxy)phenyl)-1H-imidazol-2-yl)pyrimidine